3-bromo-5-chloro-(trifluoromethyl)benzene BrC=1C=C(C=C(C1)Cl)C(F)(F)F